C1=CC=CC=2C3=CC=CC=C3C(=CC12)C1=CC=C(C=C1)NC=1C=C(C(=CC1)C1=CC=C(C=C1)C1=CC=CC2=CC=CC=C12)C1=CC=CC=C1 (4-phenanthren-9-yl-phenyl)-(4-naphthalen-1-yl-[1,1':2',1'']terphenyl-4'-yl)-amine